4'-fluoro-[1,1'-biphenyl]-3-carboxylic acid FC1=CC=C(C=C1)C1=CC(=CC=C1)C(=O)O